4-(6-(6-(cyclohexanecarbonyl)-3,6-diazabicyclo[3.1.1]heptan-3-yl)pyridin-3-yl)-6-(2-hydroxy-2-methylpropoxy)pyrazolo[1,5-a]pyridine-3-carbonitrile C1(CCCCC1)C(=O)N1C2CN(CC1C2)C2=CC=C(C=N2)C=2C=1N(C=C(C2)OCC(C)(C)O)N=CC1C#N